5-fluoro-3,6-dimethyl-1H-pyrazolo[3,4-b]Pyridine 7-oxide FC=1C=C2C(=[N+](C1C)[O-])NN=C2C